6-(2,4-difluorophenyl)-8-methoxy-N-((6-methylpyridazin-3-yl)methyl)quinazolin-4-amine FC1=C(C=CC(=C1)F)C=1C=C2C(=NC=NC2=C(C1)OC)NCC=1N=NC(=CC1)C